COC1C2OCC=C(N2C1=O)C(=O)[O-] 7-methoxy-8-oxo-5-oxa-1-azabicyclo[4.2.0]oct-2-ene-2-carboxylate